ethyl 2-((tetrahydro-2H-pyran-4-yl) oxy)-acetate O1CCC(CC1)OCC(=O)OCC